FC=1C=CC(=C(C#N)C1)N1CCN(CC1)C(CCC=1NC(C2=CC(=CC=C2C1)F)=O)=O 5-fluoro-2-(4-(3-(7-fluoro-1-oxo-1,2-dihydroisoquinolin-3-yl)propionyl)piperazin-1-yl)benzonitrile